(1R,5S)-3-(6-(1-methyl-1H-pyrazol-4-yl)pyrazolo[1,5-a]pyrazin-4-yl)-3,8-diazabicyclo[3.2.1]octane-8-carboxylic acid tert-butyl ester C(C)(C)(C)OC(=O)N1[C@H]2CN(C[C@@H]1CC2)C=2C=1N(C=C(N2)C=2C=NN(C2)C)N=CC1